5-chloro-2-(1-methyl-1H-pyrazol-4-yl)-1,8-naphthyridine-3-carbaldehyde ClC1=C2C=C(C(=NC2=NC=C1)C=1C=NN(C1)C)C=O